7-isopropoxy-N-(1-methyl-1H-pyrazol-3-yl)-2-((1S,4R)-1-methyl-2-oxabicyclo[2.2.1]hept-4-yl)imidazo[1,2-a]pyridine-6-carboxamide C(C)(C)OC1=CC=2N(C=C1C(=O)NC1=NN(C=C1)C)C=C(N2)[C@@]21CO[C@@](CC2)(C1)C